OC=1C=C(C=CC1OC)[C@]12CCN([C@@H]2CC(CC1)=O)C (3aR,7aR)-3a-(3-hydroxy-4-methoxyphenyl)-1-methyloctahydro-6H-indol-6-one